N-(4-cyano-2-fluorophenyl)-1-(4-methyl-benzenesulfonyl)-4-(1-phenylethyl)pyrrole-3-sulfonamide Iso-propyl-acetate C(C)(C)OC(C)=O.C(#N)C1=CC(=C(C=C1)NS(=O)(=O)C1=CN(C=C1C(C)C1=CC=CC=C1)S(=O)(=O)C1=CC=C(C=C1)C)F